ClC=1C=CC(=C(C1)C1=CC(N(C=C1OC)C(C(=O)O)CCOC)=O)C=1OC=NN1 2-{4-[5-chloro-2-(1,3,4-oxadiazol-2-yl)phenyl]-5-methoxy-2-oxopyridin-1(2H)-yl}-4-methoxybutyric acid